BrC1=C(N)C=C(C=C1C(F)(F)F)C(F)(F)F 2-Bromo-3,5-bis(trifluoromethyl)aniline